CC(C#C)=CC(C)C 3,5-dimethyl-3-hex-en-1-yne